ClC=1C(=NC(=NC1)NCC(CO)O)C1=CC=C2CN(C(C2=C1)=O)CC(N1CC2=CC=CC=C2CC1)=O 6-{5-chloro-2-[(2,3-dihydroxypropyl)amino]pyrimidin-4-yl}-2-[2-oxo-2-(1,2,3,4-tetrahydroisoquinolin-2-yl)ethyl]-2,3-dihydro-1H-isoindol-1-one